C(C=C)C=1C=C(C=CC1O)S(=O)(=O)C1=CC(=C(C=C1)O)CC=C Bis(3-(2-propenyl)-4-hydroxyphenyl)sulfon